C(C)(C)C1=NC=C(C(=N1)N)OC 2-isopropyl-5-methoxypyrimidin-4-amine